2-(5-chloro-2-ethoxy-4-methyl-3-(5-(trifluoromethyl)pyridin-3-yl)phenyl)propionic acid ClC=1C(=C(C(=C(C1)C(C(=O)O)C)OCC)C=1C=NC=C(C1)C(F)(F)F)C